2-bromo-2-fluoro-1-(4-(thiophen-2-yl)phenyl)ethan-1-one BrC(C(=O)C1=CC=C(C=C1)C=1SC=CC1)F